2-((5-fluoro-2-methylpyridin-3-yl)methyl)-6-(2-(2,2,2-trifluoroethoxy)pyrimidin-5-yl)pyridazin-3(2H)-one FC=1C=C(C(=NC1)C)CN1N=C(C=CC1=O)C=1C=NC(=NC1)OCC(F)(F)F